ClC1=CC(=C(C=C1)C1CC(C(N1)=O)=C)C=1C=NN(C1)C 5-(4-chloro-2-(1-methyl-1H-pyrazol-4-yl)phenyl)-3-methylenepyrrolidin-2-one